C(#N)C1=CC=C(C=C1)[C@H]1[C@@H](C1)C1=NN=C(S1)NC(C1=C(C=NC=C1)C1=C(C=CC(=C1)F)OC)=O |r| Racemic-N-(5-((1R,2R)-2-(4-cyanophenyl)cyclopropyl)-1,3,4-thiadiazol-2-yl)-3-(5-fluoro-2-methoxyphenyl)isonicotinamide